O1C(OCC1)CC[C@@H](C(C)C)N1CC2(C1)CN(CC2)C=2N=CN=NC2OC2=C(C(=O)N(C(C)C)CC)C=C(C=C2)F (S)-2-((5-(2-(1-(1,3-dioxolan-2-yl)-4-methylpentan-3-yl)-2,6-diazaspiro[3.4]octan-6-yl)-1,2,4-triazin-6-yl)oxy)-N-ethyl-5-fluoro-N-isopropylbenzamide